[2-cyclopropyl-4-[(2S,6R)-4-[4-(2,4-difluorophenyl)-6,7-dimethyl-pteridin-2-yl]-6-methyl-morpholin-2-yl]pyrazol-3-yl]methanol C1(CC1)N1N=CC(=C1CO)[C@H]1CN(C[C@H](O1)C)C1=NC2=NC(=C(N=C2C(=N1)C1=C(C=C(C=C1)F)F)C)C